NC=1C=C2C(C(NC2=CC1)=O)(F)F 5-amino-3,3-difluoro-1H-indol-2-one